C1(=CC=CC=C1)NC=1C=C2C(=CN1)NC=C2 N-phenyl-1H-pyrrolo[2,3-c]Pyridine-5-amine